[Na].O[C@H]1C[C@H](C1)OC1=CC(=NC(=C1)S(=O)(=O)C)NC1=CC(=NC=C1C1=NN(C=C1)C)NC(C)=O N-(4-((4-((cis)-3-hydroxycyclobutoxy)-6-(methylsulfonyl)pyridin-2-yl)amino)-5-(1-methyl-1H-pyrazol-3-yl)pyridin-2-yl)acetamide sodium